C(C)C1CC(CNC1)N=S(=O)(C)C ((5-ethylpiperidin-3-yl)imino)dimethyl-λ6-sulfanone